2-bromopyrimidine-5-ol BrC1=NC=C(C=N1)O